Formic acid (formate) C(=O)O.C(=O)O